6-(benzylthio)-1-benzofuran C(C1=CC=CC=C1)SC1=CC2=C(C=CO2)C=C1